(methylethylphosphinic acid) titanium [Ti].CP(O)(=O)CC